C1CCC2=C(C=3CCCC3C=C12)NC(=O)O[C@@H](C(=O)OCC)COC(C)C Ethyl (2R)-2-{[(1,2,3,5,6,7-hexahydro-s-indacen-4-yl)-carbamoyl]oxy}-3-(propan-2-yloxy)propanoate